bis(3-aminobutylamino)-5-oxopentanoic acid NC(CCNC(C(=O)O)(CCC=O)NCCC(C)N)C